The molecule is a linear amino tetrasaccharide comprising 2-O-demethyl-beta-anthrose at the non-reducing end and two alpha-L-rhamnose units joined by sequential (1->3)- and (1->2)-linkages. C[C@@H]1[C@H]([C@@H]([C@H]([C@@H](O1)O[C@@H]2[C@H]([C@@H](O[C@H]([C@@H]2O)O[C@@H]3[C@H]([C@@H](O[C@H]([C@@H]3O)O)C)O)C)O)O)O)NC(=O)CC(C)(C)O